NC1=C2C(=NC=N1)N(N=C2C#CC2=C(C1=C(N(C=N1)C)C=C2F)F)[C@H]2C[C@@H](N(C2)C(C=C)=O)COC(F)(F)F 1-[(2R,4S)-4-[4-amino-3-[2-(4,6-difluoro-1-methyl-1,3-benzodiazol-5-yl)ethynyl]pyrazolo[3,4-d]pyrimidin-1-yl]-2-[(trifluoromethoxy)methyl]pyrrolidin-1-yl]prop-2-en-1-one